yttrium-aluminum oxide [O-2].[Al+3].[Y+3].[O-2].[O-2]